(S)-N-(amino(4-(2-hydroxypropan-2-yl)thiazol-2-yl)(oxo)-λ6-sulfaneylidene)-2-(3-cyano-2,6-diisopropylphenyl)acetamide N[S@@](=NC(CC1=C(C(=CC=C1C(C)C)C#N)C(C)C)=O)(=O)C=1SC=C(N1)C(C)(C)O